(3Z,9Z,6R,7S)-6,7-epoxy-octadecadienol C(=C\C=C/C[C@@H]1[C@H](CCCCCCCCCCC)O1)O